CC1(CCN(CC1)C=1OC2=C(C=C(C=C2C(C1C)=O)C)C(C)NC1=CC=CC2=C1COB2O)C 2-(4,4-dimethyl-1-piperidyl)-8-[1-[(1-hydroxy-3H-2,1-benzoxaborol-4-yl)amino]ethyl]-3,6-dimethylchromen-4-one